ethylene glycol disodium sulfosuccinate S(=O)(=O)(O)C(C(=O)[O-])CC(=O)[O-].[Na+].[Na+].C(CO)O